(6S,8S)-N-(5-cyano-6-(difluoromethoxy)pyridin-3-yl)-8-(1-cyclopropyl-1H-pyrazol-4-yl)-2-fluoro-8-methyl-7,8-dihydro-6H-cyclopenta[e]pyrazolo[1,5-a]pyrimidine-6-carboxamide C(#N)C=1C=C(C=NC1OC(F)F)NC(=O)[C@H]1C[C@@](C2=C1C=NC=1N2N=C(C1)F)(C)C=1C=NN(C1)C1CC1